(cis)-Benzyl 5-(3-(tert-butoxy)-2,2-dimethyl-3-oxopropyl)-3,3a-difluorohexahydropyrrolo[3,4-b]pyrrole-1(2H)-carboxylate C(C)(C)(C)OC(C(CN1CC2N(CC(C2(C1)F)F)C(=O)OCC1=CC=CC=C1)(C)C)=O